tert-butyl 2-((1-(3-(2,6-bis(benzyloxy) pyridin-3-yl)-1-methyl-1H-indazol-7-yl) piperidin-4-yl) methyl)-2,7-diazaspiro[3.5]nonane-7-carboxylate C(C1=CC=CC=C1)OC1=NC(=CC=C1C1=NN(C2=C(C=CC=C12)N1CCC(CC1)CN1CC2(C1)CCN(CC2)C(=O)OC(C)(C)C)C)OCC2=CC=CC=C2